(E)-4-(3-((4-hydroxy-2-(methoxycarbonyl)phenyl)amino)-3-oxoprop-1-en-1-yl)-1,2-phenylene diacetate C(C)(=O)OC1=C(C=C(C=C1)\C=C\C(=O)NC1=C(C=C(C=C1)O)C(=O)OC)OC(C)=O